C(#N)C1=CC(=C(S1)S(=O)(=O)N(C(C(F)(F)F)C1=CC=C(C=C1)F)CC)C 5-Cyano-N-ethyl-3-methyl-N-(2,2,2-trifluoro-1-(4-fluorophenyl)ethyl)thiophene-2-sulfonamide